C(#N)C=1C(=C(C=CC1)[C@@H](C)NC1=C2C(=C(N=N1)C)C=NC(=C2)N2CC1N(CCCC1C2)C(=O)OC(C)(C)C)C tert-butyl 6-(1-(((R)-1-(3-cyano-2-methylphenyl)ethyl)amino)-4-methylpyrido[3,4-d]pyridazin-7-yl)octahydro-1H-pyrrolo[3,4-b]pyridine-1-carboxylate